2-{2-Cyclopropyl-7-methyl-4-oxo-4H,5H-furo[2,3-d]pyridazin-5-yl}-N-[cis-3-hydroxy-3-methylcyclobutyl]acetamide C1(CC1)C1=CC2=C(C(=NN(C2=O)CC(=O)NC2CC(C2)(C)O)C)O1